FC1=C(C(=CC=C1)OC)C1=C(C(=O)OC)C=CN=C1 methyl 3-(2-fluoro-6-methoxyphenyl)isonicotinate